dodecylnonoxyethyleneglycol C(CCCCCCCCCCC)C(CO)(OCCCCCCCCC)O